8-{[2-(4-isopropylphenyl)imidazo[1,2-a]pyridin-3-yl]methyl}-3,8-diazabicyclo[3.2.1]octane-3-carboxylate C(C)(C)C1=CC=C(C=C1)C=1N=C2N(C=CC=C2)C1CN1C2CN(CC1CC2)C(=O)[O-]